2-(4,5-dichloro-6-oxopyridazin-1(6H)-yl)-3-methoxy-N-(4-methyl-3-(N-(2-(pyridin-2-yl)ethyl)sulfamoyl)phenyl)propanamide ClC=1C=NN(C(C1Cl)=O)C(C(=O)NC1=CC(=C(C=C1)C)S(NCCC1=NC=CC=C1)(=O)=O)COC